(S)-2-((((9H-fluoren-9-yl)methoxy)carbonyl)amino)-5-(tert-butoxy)-5-oxopentanoic acid C1=CC=CC=2C3=CC=CC=C3C(C12)COC(=O)N[C@H](C(=O)O)CCC(=O)OC(C)(C)C